N[C@H]1C[C@H](N(C[C@@H]1F)C(=O)N1CC2(CCCC2)[C@@H](CC1)CN1C(C=C(C=C1)C1=CC=CC=C1)=O)C1=CC=CC=C1 1-(((R)-7-((2S,4S,5S)-4-Amino-5-fluoro-2-phenylpiperidine-1-carbonyl)-7-azaspiro[4.5]decan-10-yl)methyl)-4-phenylpyridin-2(1H)-one